NCC1=NNC(C2=CC=C(C=C12)C1=C(N(N=C1)C)C1=C(C#N)C(=CC(=C1F)Cl)O)=O 2-[4-[4-(aminomethyl)-1-oxo-2H-phthalazin-6-yl]-2-methyl-pyrazol-3-yl]-4-chloro-3-fluoro-6-hydroxy-benzonitrile